(S)-7-(1-(4-amino-3-(4-(difluoromethoxy)-3-fluorophenyl)-1H-pyrazolo[3,4-d]pyrimidin-1-yl)propyl)-3-chloro-6-(3-fluorophenyl)-5H-thiazolo[3,2-a]pyridin-5-one NC1=C2C(=NC=N1)N(N=C2C2=CC(=C(C=C2)OC(F)F)F)[C@@H](CC)C=2C=C1N(C(C2C2=CC(=CC=C2)F)=O)C(=CS1)Cl